hexyl-(6-hydroxyhexyl)dimethylammonium C(CCCCC)[N+](C)(C)CCCCCCO